Tetrabutyl-germanium C(CCC)[Ge](CCCC)(CCCC)CCCC